C(C)(=O)N1CC[C@@H]2N(C([C@H](C1)NC(=O)C=1NC3=CC=C(C=C3C1)C(F)(F)P(O)(O)=O)=O)[C@@H](CC2)C(N[C@@H]2[C@@H](CCC2)N)=O ((2-(((5S,8S,10aR)-3-acetyl-8-(((1S,2R)-2-aminocyclopent-yl)carbamoyl)-6-oxodecahydro-pyrrolo[1,2-a][1,5]diazocin-5-yl)carbamoyl)-1H-indol-5-yl)difluorometh-yl)phosphonic acid